2-(Bromomethyl)-1-chloro-3-iodobenzene BrCC1=C(C=CC=C1I)Cl